N-{[2-(hydroxymethyl)-1H-indol-6-yl]methyl}-4-oxo-4H-pyrido[1,2-a]pyrimidine-2-carboxamide OCC=1NC2=CC(=CC=C2C1)CNC(=O)C=1N=C2N(C(C1)=O)C=CC=C2